3-(2,3-dihydro-1,4-benzodioxin-6-ylsulfanyl)-N-hydroxypyridazine-4-carboximidamide O1CCOC2=C1C=CC(=C2)SC=2N=NC=CC2C(NO)=N